FC1=NC=C(C=C1[C@@H](C)OC(=O)NC1=C(N=NN1C)C1=NC=C(C=N1)NC(OC(C)(C)C)=O)F tert-butyl (R)-(2-(5-(((1-(2,5-difluoropyridin-3-yl)ethoxy)carbonyl)amino)-1-methyl-1H-1,2,3-triazol-4-yl)pyrimidin-5-yl)carbamate